3-(5-(difluoromethyl)-1,3,4-thiadiazol-2-yl)-N-(1-(fluoromethyl)cyclopropyl)-1-(3-methoxyprop-1-yn-1-yl)imidazo[1,5-a]pyridine-6-sulfonamide FC(C1=NN=C(S1)C1=NC(=C2N1C=C(C=C2)S(=O)(=O)NC2(CC2)CF)C#CCOC)F